C(C)(C)(C)C1=CC=C(C=C1)CN1C(CCC1CC(N1C(CCCCC1)C=1SC=CC1)=O)=O 1-[(4-tert-butylphenyl)methyl]-5-[2-oxo-2-(2-thiophen-2-ylazepan-1-yl)ethyl]pyrrolidin-2-on